[Si](C)(C)(C(C)(C)C)O[C@@H]1C[C@H](CCC1)N1N=C(C=C1)I trans-1-(3-((tert-butyldimethylsilyl)oxy)cyclohexyl)-3-iodo-1H-pyrazole